C1=CC(=CC=2C3=CC=CC=C3NC12)C=1C=C2C=3C=C4C(=CC3N(C2=CC1)C1=CC=CC=C1)C=CC=C4 2-(9H-carbazol-3-yl)5-phenyl-5H-benzo[b]Carbazole